ClC=1C(=NC(=NC1)C=1C(=NC=NC1OC)C1CC1)OCC=1C=NC(=C(C1)F)C=1N(C=C(N1)C(F)(F)F)C 5-chloro-2-(4-cyclopropyl-6-methoxy-pyrimidin-5-yl)-4-[[5-fluoro-6-[1-methyl-4-(trifluoromethyl)imidazol-2-yl]-3-pyridyl]methoxy]pyrimidine